FC(C1CN(CCC1)CC1=C2C(=NC(=C1)C(=O)[O-])C(CC2)(C)C)F.[Li+] lithium 4-((3-(difluoromethyl) piperidin-1-yl) methyl)-7,7-dimethyl-6,7-dihydro-5H-cyclopenta[b]pyridine-2-carboxylate